1-[2-fluoro-4-(4-{[(4-methylpyridin-2-yl)methyl]carbamoyl}-1H-1,2,3-triazol-1-yl)butyl]-N-{[4-(trifluoromethyl)pyridin-2-yl]methyl}-1H-1,2,3-triazole-4-carboxamide FC(CN1N=NC(=C1)C(=O)NCC1=NC=CC(=C1)C(F)(F)F)CCN1N=NC(=C1)C(NCC1=NC=CC(=C1)C)=O